ClC1=CC=C(C=C1)C1=C(C(N(N=C1)C=1C=NN(C1)C)=O)C(=O)O (4-chlorophenyl)-2-(1-methyl-1H-pyrazol-4-yl)-3-oxo-2,3-dihydropyridazine-4-carboxylic acid